C(N)(O[C@H]1C2NCC1CC2)=O ((7R)-2-azabicyclo[2.2.1]hept-7-yl) carbamate